5-(3-cyclohexyl-7-fluoro-2-methyl-1,1-dioxido-5-phenyl-2,3,4,5-tetrahydrobenzo[f][1,2,5]thiadiazepin-8-yl)-3-((ethoxycarbonyl)amino)thiophene-2-carboxylic acid C1(CCCCC1)C1N(S(C2=C(N(C1)C1=CC=CC=C1)C=C(C(=C2)C2=CC(=C(S2)C(=O)O)NC(=O)OCC)F)(=O)=O)C